2,2-difluoro-2-(3-isopropylphenyl)-1-phenylethyl ((S)-1-(((S)-1-hydroxy-3-((S)-2-oxopyrrolidin-3-yl)propan-2-yl)amino)-4-methyl-1-oxopentan-2-yl)carbamate OC[C@H](C[C@H]1C(NCC1)=O)NC([C@H](CC(C)C)NC(OC(C(C1=CC(=CC=C1)C(C)C)(F)F)C1=CC=CC=C1)=O)=O